2-(pyridine-2-yl-disulfanyl)ethylamine hydrochloride Cl.N1=C(C=CC=C1)SSCCN